ClC1=CN=C2N1C=C(C=C2C(=O)NC2=CC(=CC=C2)C2(CC(C2)C#N)CC2=NN=CN2C)C=C 3-chloro-N-(3-((1r,3r)-3-cyano-1-((4-methyl-4H-1,2,4-triazol-3-yl)methyl)cyclobutyl)phenyl)-6-vinylimidazo[1,2-a]pyridine-8-carboxamide